[(1S)-1-[[(1S)-2-amino-2-oxo-1-[[(3S)-2-oxopyrrolidin-3-yl]methyl]ethyl]carbamoyl]-3-methyl-butyl]carbamate NC([C@H](C[C@H]1C(NCC1)=O)NC(=O)[C@H](CC(C)C)NC([O-])=O)=O